5-fluoro-L-phenylalanine FC=1C=CC=C(C[C@H](N)C(=O)O)C1